C(C)OC1=C(C=C2CCN(C(C2=C1)CCC1=CNC2=CC=C(C=C12)OC)NC(=O)N1CCOCC1)OC (7-ethoxy-6-methoxy-1-(2-(5-methoxy-1H-indol-3-yl)ethyl)-3,4-dihydroisoquinolin-2(1H)-yl)(morpholinyl)carboxamide